FC(C1CN(CCO1)C(=O)C1=CC=C(C=C1)C1=CC=CN2C1=NC(=C(C2=O)C)C(F)(F)F)F 9-(4-((2-(difluoromethyl)morpholin-4-yl)carbonyl)phenyl)-3-methyl-2-(trifluoromethyl)-4H-pyrido[1,2-a]pyrimidin-4-one